FC(OC1=CC=C(C=C1)N1N=C(N=C1)C1=CC=C(C=C1)CC#N)(F)F 2-(4-(1-(4-(trifluoromethoxy)phenyl)-1H-1,2,4-triazol-3-yl)phenyl)acetonitrile